COC=1C=C(C(=O)N2C(CNC3=CC=C(C=C23)C(C)=O)=O)C=C(C1)C=1OC=CC1 (3-(methoxy)-5-(furan-2-yl)benzoyl)-7-acetyl-3,4-dihydroquinoxalin-2(1H)-one